C(C)(=O)O[C@@H]1[C@@H](O[C@H]([C@H]([C@H]1OC(C)=O)OC(C)=O)C)CCC(=O)OC Methyl 3-(2,3,4-tri-O-acetyl-α-L-fucopyranosyl)propanoate